Octane-1-amine C(CCCCCCC)N